FC1(CCNC1)F (2S)-4,4-difluoropyrrolidine